4-((1R,4R)-2,5-diazabicyclo[2.2.1]heptan-2-yl)-N-((7-chloroquinoxalin-6-yl)methyl)pyridin-3-amine [C@H]12N(C[C@H](NC1)C2)C2=C(C=NC=C2)NCC=2C=C1N=CC=NC1=CC2Cl